C(CCCCCCCCCCCCCCCCC)(=O)[O-].C(CCCCCCCCCCCCCCCCC)(=O)[O-].C(C)(C)O[Ti+2]OC(C)C di-isopropoxytitanium distearate